CC=1C(C2=CC=CC(=C2C1)N1C2=CC=CC=C2C=2C=CC=CC12)[Zr]C1C(=CC2=C(C=CC=C12)N1C2=CC=CC=C2C=2C=CC=CC12)C bis(2-methyl-4-(N-carbazolyl)indenyl)zirconium